NC1=NN(C=2CN(CCC21)S(=O)(=O)N(C)C)C(=O)C2CCNC1=CC=CC=C21 3-amino-N,N-dimethyl-1-(1,2,3,4-tetrahydroquinoline-4-carbonyl)-4,5-dihydro-1H-pyrazolo[3,4-c]pyridine-6(7H)-sulfonamide